ClC=1N=NC(=CC1C#CCCNC(OC(C)(C)C)=O)Cl tert-butyl (4-(3,6-dichloropyridazin-4-yl)but-3-yn-1-yl)carbamate